CC1=C(C=CC(=C1)C)C1=NC(=NC(=N1)C1=C(C=C(C=C1)C)C)C1=C(C=C(OC(C(=O)OC)CCCC)C=C1)O methyl 2-[4-[4,6-bis(2,4-dimethylphenyl)-1,3,5-triazin-2-yl]-3-hydroxy-phenoxy]hexanoate